3-(4-(4-fluorophenoxy)pyrimidin-5-yl)-6-methyl-1,6-dihydro-7H-pyrrolo[2,3-c]pyridin-7-one FC1=CC=C(OC2=NC=NC=C2C2=CNC=3C(N(C=CC32)C)=O)C=C1